tert-butyl (2R,5S)-4-(2-cyano-4-methyl-5-oxo-4,5-dihydropyrazolo[1,5-a]pyrimidin-7-yl)-2,5-dimethylpiperazine-1-carboxylate C(#N)C1=NN2C(N(C(C=C2N2C[C@H](N(C[C@@H]2C)C(=O)OC(C)(C)C)C)=O)C)=C1